tert-butyl (2R,3S)-3-(hydroxymethyl)-2-methylacridine-1-carboxylate OCC=1C(=C(C2=CC3=CC=CC=C3N=C2C1)C(=O)OC(C)(C)C)C